COC(CCCCCCC(=O)OC(C(=O)O)C(C(=O)O)OC(CCCCCCC(OC)=O)=O)=O 2,3-bis((8-methoxy-8-oxooctanoyl)oxy)succinic acid